2-[4-(1,1-difluoro-2-hydroxy-2-methylpropyl)phenyl]-4-[2-(2,2,2-trifluoroethoxy)phenyl]-2,3-dihydro-1H-pyrrolo[3,4-c]pyridin-1-one FC(C(C)(C)O)(F)C1=CC=C(C=C1)N1CC=2C(=NC=CC2C1=O)C1=C(C=CC=C1)OCC(F)(F)F